O=C1NC(CCC1C1=NN(C2=CC(=C(C=C12)F)N1CCN(CC1)C[C@@H]1[C@@H](CN(CC1)C(=O)OC(C)(C)C)C)C)=O tert-butyl (3S,4S)-4-((4-(3-(2,6-dioxopiperidin-3-yl)-5-fluoro-1-methyl-1H-indazol-6-yl)piperazin-1-yl)methyl)-3-methylpiperidine-1-carboxylate